The molecule is a member of the class of 7-hydroxyisoflavones that is isoflavone substituted by hydroxy groups at positions 5, 7, 3' and 4', a prenyl group at position 8 and a 2-hydroxy-3-methylbut-3-enyl moiety at position 6. Isolated from the leaves of Millettia pachycarpa, it exhibits antiestrogenic activity. It has a role as an anti-estrogen and a plant metabolite. It is a secondary alcohol and a member of 7-hydroxyisoflavones. CC(=CCC1=C(C(=C(C2=C1OC=C(C2=O)C3=CC(=C(C=C3)O)O)O)CC(C(=C)C)O)O)C